OC=1C=C(C(=O)[C@@H]2C3(N(C[C@@H]2C2=C(C=CC=C2)OC)C)C(NC2=CC=CC=C23)=O)C=CC1O (3'S,4'S)-3'-(3,4-dihydroxybenzoyl)-4'-(2-methoxyphenyl)-1'-methylspiro[indoline-3,2'-pyrrolidin]-2-one